(R)-N-(5-((6-(3-(2-fluoro-3-(trifluoromethyl)phenyl)isoxazolidin-2-yl)pyrimidin-4-yl)amino)-4-methoxy-2-(4-methylpiperazin-1-yl)phenyl)acrylamide FC1=C(C=CC=C1C(F)(F)F)[C@@H]1N(OCC1)C1=CC(=NC=N1)NC=1C(=CC(=C(C1)NC(C=C)=O)N1CCN(CC1)C)OC